1-((S)-1-(2-((S*)-1-amino-4,4-difluoro-3,3-dimethylpentyl)imidazo[1,2-b]pyridazin-7-yl)-2-methoxyethyl)-5,5-difluorotetrahydropyrimidin-2(1H)-one N[C@@H](CC(C(C)(F)F)(C)C)C=1N=C2N(N=CC(=C2)[C@@H](COC)N2C(NCC(C2)(F)F)=O)C1 |o1:1|